(Z)-benzyl 2-cyano-2-(3-(4-(methylamino)piperidin-1-yl)quinoxalin-2(1H)-ylidene)acetate C(#N)/C(/C(=O)OCC1=CC=CC=C1)=C\1/NC2=CC=CC=C2N=C1N1CCC(CC1)NC